N-(3-(5-(2-cyclopropylpyrimidin-5-yl)-1H-pyrrolo-[2,3-b]pyridine-3-carbonyl)-2,6-difluorophenyl)-ethanesulfonamide C1(CC1)C1=NC=C(C=N1)C=1C=C2C(=NC1)NC=C2C(=O)C=2C(=C(C(=CC2)F)NS(=O)(=O)CC)F